CN1C=CC2=C1N=C(NC2=O)N2CCN(CC2)C2=NC=CN=C2C#N 4-(7-methyl-4-oxo-4,7-dihydro-3H-pyrrolo[2,3-d]pyrimidin-2-yl)-3,4,5,6-tetrahydro-2H-[1,2']bipyrazinyl-3'-carbonitrile